(3,3-dimethylpiperidin-1-yl)(3'-fluoro-4'-methyl-[1,1'-biphenyl]-3-yl)methanone CC1(CN(CCC1)C(=O)C=1C=C(C=CC1)C1=CC(=C(C=C1)C)F)C